4'-hydroxy-5,5'-diisopropyl-2,2'-dimethylbiphenyl-3,4-dione OC1=CC(=C(C=C1C(C)C)C1=C(C(C(C(=C1)C(C)C)=O)=O)C)C